C(CCC)(=O)OC1=CC=C(C=C1)CC(=O)OC1=CC=C(C=C1)[N+](=O)[O-] [4-[(4-nitrophenoxy) carbonylmethyl] phenyl] n-butyrate